BrCC=1C=C(C=CC1)N1C=CC=C1 1-{3-(bromomethyl)phenyl}-1H-pyrrole